N1(CCCCCC1)C1=C(C(=O)OC)C=CC(=C1)NC(=O)C1CC1 methyl 2-(azepan-1-yl)-4-(cyclopropanecarbonylamino)benzoate